C12(C(C3CC(CC(C1)C3)C2)O)O adamantane-1,2-diol